C(C1=CC=CC=C1)OC1=CC=CC2=C1C(=C(O2)C)C(=O)NCCN(C)C (benzyloxy)-N-(2-(dimethylamino)ethyl)-2-methylbenzofuran-3-carboxamide